C1(CCCC1)C1=C2CN(C(C2=CC=C1)=O)C1=CC=NN1C 4-cyclopentyl-2-(1-methyl-1H-pyrazol-5-yl)isoindol-1-one